N=1N=CN2C1C(=CC=C2)C2=CC=C(C=C2)N2CCN(CC2)C(=O)NC=2N=C(SC2)C#C 4-(4-([1,2,4]Triazolo[4,3-a]pyridin-8-yl)phenyl)-N-(2-ethynylthiazol-4-yl)-piperazine-1-carboxamide